6-bromo-3-(((tert-butyldimethylsilyl)oxy)methyl)-7-fluoro-N-(4-methoxybenzyl)quinolin-2-amine BrC=1C=C2C=C(C(=NC2=CC1F)NCC1=CC=C(C=C1)OC)CO[Si](C)(C)C(C)(C)C